tert-butyl 2-((4-chloro-5-((3-fluoro-5-(phenylethynyl)pyridin-2-yl)carbamoyl)-1H-pyrazol-1-yl)methyl)morpholine-4-carboxylate ClC=1C=NN(C1C(NC1=NC=C(C=C1F)C#CC1=CC=CC=C1)=O)CC1CN(CCO1)C(=O)OC(C)(C)C